(S)-4-(3-oxomorpholin-4-yl)-3-(4-methylphenyl)-N-((R)-1-(6-(trifluoromethyl)pyridin-3-yl)ethyl)-4,5-dihydro-1H-pyrazole-1-carboxamide O=C1N(CCOC1)[C@@H]1C(=NN(C1)C(=O)N[C@H](C)C=1C=NC(=CC1)C(F)(F)F)C1=CC=C(C=C1)C